C(C)(C)(C)OC(=O)N1CC(C1)C1=NC=C(C=N1)C1=C(C=C(C=C1)Cl)F 3-[5-(4-chloro-2-fluoro-phenyl)pyrimidin-2-yl]Azetidine-1-carboxylic acid tert-butyl ester